2,4-dimethoxyphenyl-acrylic acid COC1=C(C=CC(=C1)OC)C(C(=O)O)=C